FC(C(=O)O)(F)F.FC(C(=O)N)(C(C(F)(F)F)(F)F)F 2,2,3,3,4,4,4-Heptafluorobutanamide 2,2,2-Trifluoroacetate